CC1=NNC(=C1C(=O)OC)C methyl 3,5-dimethyl-1H-pyrazole-4-carboxylate